1H-pyrrole-2-carboxylic acid (4-hydroxy-phenyl)-amide OC1=CC=C(C=C1)NC(=O)C=1NC=CC1